N-ethyl-N-methylnonacosan-20,23-dien-10-amine C(C)N(C(CCCCCCCCC)CCCCCCCCCC=CCC=CCCCCC)C